Calcium propanoat C(CC)(=O)[O-].[Ca+2].C(CC)(=O)[O-]